ClC1=CC=C(C=C1)C1=NN(CCC1C1=CC=CC=C1)\C(\N=C(\N)/[Se]C)=N/S(=O)(=O)C1=CC=C(C=C1)C#N methyl (Z)-N'-((Z)-(3-(4-chlorophenyl)-4-phenyl-5,6-dihydropyridazin-1(4H)-yl)(((4-cyanophenyl)sulfonyl)imino)methyl)carbamimidoselenoate